BrC=1C=C(C=C2C(N(C(=NC12)S)C)=O)C 8-bromo-2-mercapto-3,6-dimethylquinazoline-4(3H)-one